CC=1C=C(C=C(C1)C)C1=C(C(=NC(=C1N1C2=C(C=3C=CC=CC13)N=CC=C2)N2C1=C(C=3C=CC=CC23)N=CC=C1)N1C=2C=CC=CC2N(C2=CC=CC=C12)C1=CC=CC=C1)N1C2=C(C=3C=CC=CC13)N=CC=C2 5-(4-(3,5-dimethylphenyl)-3,5,6-tris(5H-pyrido[3,2-b]indol-5-yl)pyridin-2-yl)-10-phenyl-5,10-dihydrophenazine